2-(5-amino-2-(furan-2-yl)-8H-pyrazolo[4,3-e][1,2,4]triazolo[1,5-c]pyrimidin-8-yl)-1-(4-(2,4-difluorophenyl)piperazin-1-yl)pentan-1-one NC1=NC=2C(C=3N1N=C(N3)C=3OC=CC3)=CN(N2)C(C(=O)N2CCN(CC2)C2=C(C=C(C=C2)F)F)CCC